(S)-3-bromo-4-(((1-(4-chlorophenyl)-2-hydroxyethyl)amino)methyl)benzoic acid methyl ester COC(C1=CC(=C(C=C1)CN[C@H](CO)C1=CC=C(C=C1)Cl)Br)=O